NC1=CC2=C(NC(=N2)C2=C(C(=C(N2)C)C(C)=O)C2=CC=CC=C2)C=C1 1-(5-(5-amino-1H-benzo[d]imidazol-2-yl)-2-methyl-4-phenyl-1H-pyrrol-3-yl)ethan-1-one